(R,S)-3-Boc-amino-9-boc-1,2,3,4-tetrahydro-carbazole-3-carboxylic acid CC(C)(C)OC(=O)NC1(CCC2=C(C1)C3=CC=CC=C3N2C(=O)OC(C)(C)C)C(=O)O